1-methyl-4-(4-piperidyl)piperazine-HCl salt Cl.CN1CCN(CC1)C1CCNCC1